COC(=O)[C@@H]1CC[C@H](CC1)C(=O)OC.C1=CC=CC=2C3=CC=CC=C3N(C12)C1=CC(=CC=C1)N1C2=CC=CC=C2C=2C=CC=CC12 1,3-bis-9-carbazolyl-benzene dimethyl-trans-1,4-cyclohexanedicarboxylate